OC12CC(C1)(C2)C2=NC=1C(=NC=CC1C1CCN(CC1)C=O)N2 [4-[2-(3-hydroxy-1-bicyclo[1.1.1]pentanyl)-3H-imidazo[4,5-b]pyridin-7-yl]-1-piperidyl]methanone